1-(1-(4-(propan-2-ylidene)cyclohexyl)piperidin-4-yl)-1H-indole-3-carbaldehyde oxime CC(C)=C1CCC(CC1)N1CCC(CC1)N1C=C(C2=CC=CC=C12)C=NO